4-(2-(3-bromo-1H-pyrazol-1-yl)ethyl)morpholine BrC1=NN(C=C1)CCN1CCOCC1